2-(2-methyl-4-(trifluoromethoxy)-phenoxy)-acetic acid CC1=C(OCC(=O)O)C=CC(=C1)OC(F)(F)F